ricinoleyl arachidonate C(CCC\C=C/C\C=C/C\C=C/C\C=C/CCCCC)(=O)OCCCCCCCC\C=C/C[C@H](O)CCCCCC